tertbutanolate C(C)(C)(C)[O-]